methyl 3-(9-((4-(((tert-butoxycarbonyl)amino)methyl)-2,6-dimethylphenyl)carbamoyl)-4,5-dihydrobenzo[b]thieno[2,3-d]oxepin-8-yl)-6-((4,4-difluorocyclohexyl)carbamoyl)picolinate C(C)(C)(C)OC(=O)NCC1=CC(=C(C(=C1)C)NC(=O)C1=CC2=C(OCCC3=C2SC=C3)C=C1C=1C(=NC(=CC1)C(NC1CCC(CC1)(F)F)=O)C(=O)OC)C